(E)-3-(2-methyl-4-neopentylphenyl)acrolein CC1=C(C=CC(=C1)CC(C)(C)C)/C=C/C=O